OC(CN1CCN(CC1)C(=O)C1CC2(CC(C2)NC(=O)NCC2=CC=C(C=C2)OC)C1)(C)C 1-(6-(4-(2-hydroxy-2-methylpropyl)piperazine-1-carbonyl)spiro[3.3]hept-2-yl)-3-(4-methoxybenzyl)urea